(Z)-5-(4-fluoro-3-hydroxybenzylidene)-3-(3-(trifluoromethyl)benzyl)thiazolidine-2,4-dione FC1=C(C=C(\C=C/2\C(N(C(S2)=O)CC2=CC(=CC=C2)C(F)(F)F)=O)C=C1)O